LITHIUM (PYRIDIN-2-YL)TRIHYDROXYBORATE N1=C(C=CC=C1)[B-](O)(O)O.[Li+]